1,3-Propanediol distearate C(CCCCCCCCCCCCCCCCC)(=O)OCCCOC(CCCCCCCCCCCCCCCCC)=O